FC1(CC(N(C1)C(CNC(OC(C)(C)C)=O)=O)C(C(=O)NC1=CC2=CC=CC=C2C=C1)O)F tert-butyl (2-(4,4-difluoro-2-(1-hydroxy-2-(naphthalen-2-ylamino)-2-oxoethyl)pyrrolidin-1-yl)-2-oxoethyl)carbamate